(1S)-1-(3-pyridinyl)ethylamine N1=CC(=CC=C1)[C@H](C)N